CC1N(C2=CC=CC=C2C1)S(=O)(=O)C=1C=C(C(=O)NC2=CC(=CC=C2)OC2=CC=CC=C2)C=CC1 3-((2-methylindolin-1-yl)sulfonyl)-N-(3-phenoxyphenyl)benzamide